C1=C(C=CC2=CC=CC=C12)O[Ti] 2-naphthyloxytitanium